5-(i-propoxy)-bicyclo[2.2.1]hept-2-ene C(C)(C)OC1C2C=CC(C1)C2